NC1=C(C=CC=C1)N1C(=CC2=CC=CC(=C12)Cl)C1C(N(C(C1)=O)C)=O 3-(1-(2-Aminophenyl)-7-chloro-1H-indol-2-yl)-1-methylpyrrolidine-2,5-dione